2-(3-bromo-5-fluoro-2-methoxyphenyl)-5-methyl-1,3,4-oxadiazole BrC=1C(=C(C=C(C1)F)C=1OC(=NN1)C)OC